NCCCCO[Si](OC)(C)CCCN aminopropyl-aminopropyl-methyl-dimethoxysilane